N-[4-(2-carbamimidamidoethyl)phenyl]-4-(1-carbamimidoyl-1,2,3,6-tetrahydropyridin-4-yl)-3-fluorobenzamide N(C(=N)N)CCC1=CC=C(C=C1)NC(C1=CC(=C(C=C1)C=1CCN(CC1)C(N)=N)F)=O